ethyl ((S)-6-(((S)-1-amino-1-oxo-3-phenylpropan-2-yl)amino)-5-((S)-2-((R)-2-amino-5-guanidinopentanamido)-3-(4-hydroxy-2,6-dimethylphenyl)propanamido)-6-oxohexyl)carbamate NC([C@H](CC1=CC=CC=C1)NC([C@H](CCCCNC(OCC)=O)NC([C@H](CC1=C(C=C(C=C1C)O)C)NC([C@@H](CCCNC(=N)N)N)=O)=O)=O)=O